4-hydroxyphenyl-methyl-1-naphthylmethyl-sulfonium phenyltris(pentafluorophenyl)borate C1(=CC=CC=C1)[B-](C1=C(C(=C(C(=C1F)F)F)F)F)(C1=C(C(=C(C(=C1F)F)F)F)F)C1=C(C(=C(C(=C1F)F)F)F)F.OC1=CC=C(C=C1)[S+](CC1=CC=CC2=CC=CC=C12)C